2-Hydroxy-4-acryloyloxy-2',4'-dichlorobenzophenone OC1=C(C(=O)C2=C(C=C(C=C2)Cl)Cl)C=CC(=C1)OC(C=C)=O